5-phenyl-[1,2,4]triazolo[1,5-A]pyridine-2-carboxamide C1(=CC=CC=C1)C1=CC=CC=2N1N=C(N2)C(=O)N